N-ethyl-2-[6-oxo-3-(3-phenyl-1,2,4-oxadiazol-5-yl)-1,6-dihydropyridazin-1-yl]acetamide C(C)NC(CN1N=C(C=CC1=O)C1=NC(=NO1)C1=CC=CC=C1)=O